C(C(C)(C)C)(=O)OCC[C@H]([C@@H](C1=CC=CC=C1)O)O (3r,4r)-3,4-dihydroxy-4-phenylbutyl pivalate